(S)-4-amino-5-((oxetan-2-ylmethyl)amino)picolinonitrile NC1=CC(=NC=C1NC[C@H]1OCC1)C#N